NC1CCN2CCCC12 (+)-exo-1-amino-pyrrolizidine